COC1=NC(=C2NC=NC2=N1)N 2-methyl-Oxy-adenine